OB1OC2=C(C[C@@H]1NC(C(NS(N)(=O)=O)C1=CC=C(C=C1)P(=O)(O)O)=O)C=CC=C2C(=O)O (3R)-2-hydroxy-3-(2-(4-phosphonophenyl)-2-(sulfamoylamino)acetamido)-3,4-dihydro-2H-benzo[e][1,2]oxaborinine-8-carboxylic acid